CC=1C(=C(C=2NC3=CC=CC=C3C2C1)C)C Trimethyl-carbazole